P(=O)(O[C@@H]1[C@@H](CCC1)NC1=NC=CC(=C1)C1=CC(=CC=C1)OCCCCCCCCCCC)(O)O (1S,2R)-2-({4-[3-(undecyloxy)phenyl]pyridin-2-yl}amino)cyclopentyl dihydrogen phosphate